2-(4-(1-(4-methoxynicotinamido)ethyl)phenyl)-9,10-dihydro-4H-benzo[d]pyrazolo[1,5-a][1,3]diazepine-3-carboxamide COC1=CC=NC=C1C(=O)NC(C)C1=CC=C(C=C1)C1=NN2C(NC3=C(CC2)C=CC=C3)=C1C(=O)N